ClC=1C=C(C=CC1)C(=O)N1CC(/C(/CC1)=C/C1=CC(=NN1)C1=NC(=CC=C1)C)(C)C (3-chlorophenyl)[(4E)-3,3-dimethyl-4-{[3-(6-methylpyridin-2-yl)-1H-pyrazol-5-yl]methylidene}piperidin-1-yl]methanone